C(CCC)C=1N(C(=C(N1)C(=O)OC)C(=O)OC)CC1=CC=C(C=C1)OC dimethyl 2-butyl-1-[(4-methoxyphenyl)methyl]imidazole-4,5-dicarboxylate